(2-chloro-5-((1-methylcyclopropyl)ethynyl)pyridin-4-yl)-4-methylpiperidin-4-ol ClC1=NC=C(C(=C1)N1CCC(CC1)(O)C)C#CC1(CC1)C